(S)-N-(8-fluoro-6-oxo-1,2,3,4,5,6-hexahydrophenanthridin-1-yl)-N-methyl-1H-indole-2-carboxamide FC=1C=C2C(NC=3CCC[C@@H](C3C2=CC1)N(C(=O)C=1NC2=CC=CC=C2C1)C)=O